CC(C)NC(=O)OC1CCC(CC1)C=1N(N=C(C1)NC1=CC2=C(CCS2(=O)=O)C=C1)C(C)(C)C (1s,4s)-4-{5-[(1,1-dioxo-2,3-dihydro-1λ6-benzothiophen-6-yl)amino]-2-(2-methylprop-2-yl)pyrazol-3-yl}cyclohexyl (prop-2-ylamino)methanoate